ICCCCCCCCC(OCCCCC)OCCCCC 9-iodo-1,1-dipentoxynonane